N-(3-chloro-5-methanesulfonamidophenyl)-1-methyl-5-{5-[(1-methylazetidin-3-yl)oxy]pyridin-2-yl}pyrrole-3-carboxamide ClC=1C=C(C=C(C1)NS(=O)(=O)C)NC(=O)C1=CN(C(=C1)C1=NC=C(C=C1)OC1CN(C1)C)C